(S)-N-(1-(4-chloro-1-(pyridin-3-yl)-1H-pyrrolo[2,3-b]pyridin-3-yl)ethyl)-9H-purin-6-amine ClC1=C2C(=NC=C1)N(C=C2[C@H](C)NC2=C1N=CNC1=NC=N2)C=2C=NC=CC2